O=C1NC=2C(=CC=3CN(CC3C2)C(=O)OCC2=CC=CC=C2)N1 benzyl 2-oxo-2,3,5,7-tetrahydroimidazo[4,5-f]isoindole-6(1H)-carboxylate